CN1CC[C@H]2[C@@H]1CN(C2)C2=C(C=NC=1NC3=C(C=C(C=C3C12)Cl)NC)C=1C=C2C(C(=CN(C2=NC1)C)C(=O)O)=O 6-[4-[(3aR,6aR)-1-methyl-2,3,3a,4,6,6a-hexahydropyrrolo[2,3-c]pyrrol-5-yl]-6-chloro-8-(methylamino)-9H-pyrido[2,3-b]indol-3-yl]-1-methyl-4-oxo-1,8-naphthyridine-3-carboxylic acid